tert-butyl 2-chloro-4-((1-(3,4,5-trimethoxyphenyl)-1H-imidazol-4-yl) amino)-5,6-dihydropyrido[3,4-d]pyrimidine-7(8H)-carboxylate ClC=1N=C(C2=C(N1)CN(CC2)C(=O)OC(C)(C)C)NC=2N=CN(C2)C2=CC(=C(C(=C2)OC)OC)OC